NOCC1=C(C=CC=C1C)\C(\C(=O)NC)=N/OC (2E)-2-[2-(aminooxymethyl)-3-methylphenyl]-2-methoxyimino-N-methylacetamide